bromotetracene BrC1=CC=CC2=CC3=CC4=CC=CC=C4C=C3C=C12